N,N-dimethylolamine oxide C(O)[NH+](CO)[O-]